CN1C(=CC=2C(=NC(=CC21)C2=CC=C(C=C2)C2CCNCC2)C)C2=CC=C(C=C2)S(=O)(=O)C 1,4-Dimethyl-2-(4-(methylsulfonyl)phenyl)-6-(4-(piperidin-4-yl)phenyl)-1H-pyrrolo[3,2-c]pyridine